(E)-5-(1-(4-fluorophenyl)-2-(trimethylsilyl)vinyl)-6-((2-(pyrrolidin-1-yl)ethyl)amino)nicotinic acid methyl ester COC(C1=CN=C(C(=C1)\C(=C\[Si](C)(C)C)\C1=CC=C(C=C1)F)NCCN1CCCC1)=O